2-(3-(3-carboxypropionamido)phenyl)-6-hydroxy-3-iodo-1-methyl-1H-indole-5-carboxylic acid C(=O)(O)CCC(=O)NC=1C=C(C=CC1)C=1N(C2=CC(=C(C=C2C1I)C(=O)O)O)C